FC1=CC(=C(C=C1)C=1C=NC=2N(C1)C=C(N2)COC2=CC(=NC=C2)F)OC 6-(4-fluoro-2-methoxyphenyl)-2-(2-fluoropyridin-4-yloxymethyl)imidazo[1,2-a]pyrimidine